(dimethylamino)pentanamide CN(C)C(C(=O)N)CCC